CS(=O)(=O)C1=C(C(=O)NN)C=CC=C1 2-(methylsulfonyl)benzoyl-hydrazine